3,4-dibromothiophene-2-sulfonyl chloride BrC1=C(SC=C1Br)S(=O)(=O)Cl